Cl.CC1=NC2=CC=C(C=C2N=C1C)C1=NC(=NC=C1F)NC1=NC=C(C=C1)N1CCNCC1 4-(2,3-dimethylquinoxalin-6-yl)-5-fluoro-N-(5-(piperazin-1-yl)pyridin-2-yl)pyrimidin-2-amine hydrochloride